CC1=CC2=C(SC3=C2C=CC=C3)C(=C1)C 2,4-dimethyldibenzothiophene